C(OCCCCOOC(CC(C)(C)C)(C)C)([O-])=O 1,1,3,3-tetramethylbutylperoxy-n-butyl monocarbonate